FC1=CC=C(C=C1)C=1C(C(=CN(C1)C1(CC1)C(F)(F)F)C(=O)O)=O 5-(4-fluorophenyl)-4-oxo-1-(1-(trifluoromethyl)cyclopropyl)-1,4-dihydropyridine-3-carboxylic acid